(R)-3-(5-(4-((1-(4-((1S,2S)-2-cyclopentyl-6-hydroxy-1,2,3,4-tetrahydronaphthalen-1-yl)phenyl)piperidin-4-yl)methyl)piperazin-1-yl)-1-oxoisoindolin-2-yl)piperidine-2,6-dione C1(CCCC1)[C@H]1[C@H](C2=CC=C(C=C2CC1)O)C1=CC=C(C=C1)N1CCC(CC1)CN1CCN(CC1)C=1C=C2CN(C(C2=CC1)=O)[C@H]1C(NC(CC1)=O)=O